ClC=1C=CC(=C(C1)C1=NN(C=C1NC(=O)C=1C=NN2C1N=CC=C2)CCNC2(CCC2)C)OC N-(3-(5-chloro-2-methoxyphenyl)-1-(2-(1-methylcyclobutylamino)ethyl)-1H-pyrazol-4-yl)pyrazolo[1,5-a]pyrimidine-3-carboxamide